ethyl 5-bromo-1H-indazole-3-carboxylate BrC=1C=C2C(=NNC2=CC1)C(=O)OCC